C1(CC1)C=1C=C2C(=CC(=NC2=C(C1C=1C2=CN(N=C2C=C(C1C)F)C(C1=CC=CC=C1)(C1=CC=CC=C1)C1=CC=CC=C1)O[C@@H](C)C1=CC=CC=C1)SCC)O[C@@H]1CN(CC1)C(=O)O (3S)-3-({6-cyclopropyl-2-(ethylsulfanyl)-7-[6-fluoro-5-methyl-2-(triphenylmethyl)-2H-indazol-4-yl]-8-[(1S)-1-phenylethoxy]quinolin-4-yl}oxy)pyrrolidine-1-carboxylic acid